1,6-dimethyl-2-oxo-4-{4-[5-(propan-2-yl)-1,3-benzoxazol-2-yl]piperidin-1-yl}-1,2-dihydroquinoline-3-carbonitrile CN1C(C(=C(C2=CC(=CC=C12)C)N1CCC(CC1)C=1OC2=C(N1)C=C(C=C2)C(C)C)C#N)=O